NC1=C2NC(N(C2=NC(=N1)[S@](=O)(=N)CC)CC1=CC=C(C=C1)Cl)=O 6-Amino-9-[(4-chlorophenyl)methyl]-2-(S(S)-ethylsulfonimidoyl)-7H-purin-8-one